2,4-bis[(4-hydroxy-3-cyclohexylphenyl)methyl]-6-methylphenol OC1=C(C=C(C=C1)CC1=C(C(=CC(=C1)CC1=CC(=C(C=C1)O)C1CCCCC1)C)O)C1CCCCC1